3-phenyl-N-[trans-(7RS,9RS)-3-cyclopropyl-5-(2-methylpropylsulfamoyl)-7-(pyridine-3-carbonylamino)-8,9-dihydro-7H-cyclopenta[H]isoquinolin-9-yl]-1,2-oxazole-5-carboxamide C1(=CC=CC=C1)C1=NOC(=C1)C(=O)N[C@@H]1C[C@H](C2=CC(=C3C=C(N=CC3=C21)C2CC2)S(NCC(C)C)(=O)=O)NC(=O)C=2C=NC=CC2 |r|